N-(3-fluoro-4-((2-oxo-1-(tetrahydrofuran-3-yl)-2,3-dihydro-1H-imidazo[4,5-b]pyridine-7-yl)oxy)phenyl)-1-(3-fluoropyridine-2-yl)-5-(trifluoromethyl)-1H-pyrazole-4-carboxamide FC=1C=C(C=CC1OC1=C2C(=NC=C1)NC(N2C2COCC2)=O)NC(=O)C=2C=NN(C2C(F)(F)F)C2=NC=CC=C2F